N-(1-(4-(cyclopropanesulphonylamino)pyridin-2-yl)-3-(pyrrolidin-1-yl)propyl)-5-(6-ethoxypyrazin-2-yl)thiazole-2-carboxamide C1(CC1)S(=O)(=O)NC1=CC(=NC=C1)C(CCN1CCCC1)NC(=O)C=1SC(=CN1)C1=NC(=CN=C1)OCC